C(CCC)OC(=O)N1C=CC2=C(C(=CC(=C12)C)OC)CN1[C@@H](CNCC1)C1=CC=C(C=C1)C(=O)OC.IC(C(C(F)(F)F)(F)F)(F)F 1-iodoperfluoropropane butyl-(R)-5-methoxy-4-((2-(4-(methoxycarbonyl)phenyl)piperazin-1-yl)methyl)-7-methyl-1H-indole-1-carboxylate